ClC1=CC=C(N=N1)C(=O)C=1C=NC=CC1 (6-Chloropyridazin-3-yl)(pyridin-3-yl)methanone